NC(C(=O)O)(CCCCB(O)O)CN[C@H](CO)CC(C)C 2-amino-6-borono-2-(((S)-1-hydroxy-4-methylpentan-2-ylamino)methyl)hexanoic acid